2-[4-{(bis[(1-tert-butyl-1H-1,2,3-triazol-4-yl)methyl] amino)-methyl}-1H-1,2,3-triazol-1-yl]ethyl hydrogen sulfate S(=O)(=O)(OCCN1N=NC(=C1)CN(CC=1N=NN(C1)C(C)(C)C)CC=1N=NN(C1)C(C)(C)C)O